ClC1=NC=CC(=C1)C1=C(C=C(C#N)C=C1)C1=NN=CN1C 4-(2-chloropyridin-4-yl)-3-(4-methyl-1,2,4-triazol-3-yl)benzonitrile